benzo[1,2,3]Thiadiazole-7-carboxylic acid S1N=NC2=C1C(=CC=C2)C(=O)O